FC(C(=O)O)(F)F.FC=1C=C(C=CC1OC)C1=CN=C2N1C=CN=C2NC2=CC(=C(C(=O)N1CCC(CC1)C(=O)N[C@H]1CNCC1)C=C2)C (R)-1-(4-((3-(3-fluoro-4-meth-oxyphenyl)imidazo[1,2-a]pyrazin-8-yl)amino)-2-methylbenzoyl)-N-(pyrrolidin-3-yl)piperidine-4-carboxamide 2,2,2-trifluoroacetate